2-chloropyrrolo[2,3-d]pyrimidin-4-amine ClC1=NC(=C2C(N1)=NC=C2)N